tert-butyl (2s,4r)-2-((6-bromopyrazin-2-yl) carbamoyl)-4-fluoro-4-methylpyrrolidine-1-carboxylate BrC1=CN=CC(=N1)NC(=O)[C@H]1N(C[C@](C1)(C)F)C(=O)OC(C)(C)C